2-((3-(3-chloro-8,9-dihydropyrido[3',2':4,5]imidazo[1,2-a]pyrazin-7(6H)-yl)-3-oxopropoxy)methyl)azetidin ClC1=CC=2N=C3N(CCN(C3)C(CCOCC3NCC3)=O)C2N=C1